((2s,3s)-1-((2-benzoyl-4-fluorophenyl)amino)-3-methyl-1-oxopent-2-yl)carbamic acid tert-butyl ester C(C)(C)(C)OC(N[C@H](C(=O)NC1=C(C=C(C=C1)F)C(C1=CC=CC=C1)=O)[C@H](CC)C)=O